C(C=C)OC(=O)OC(C(=O)OCC=C)=C prop-2-enyl 2-prop-2-enoxycarbonyloxyprop-2-enoate